(S)-N-(1-(4-((5-(4-fluoropiperidin-1-yl)-6-(trifluoromethyl)pyridin-3-yl)methyl)-3-methylpiperazine-1-carbonyl)-1H-pyrazol-3-yl)methanesulfonamide FC1CCN(CC1)C=1C=C(C=NC1C(F)(F)F)CN1[C@H](CN(CC1)C(=O)N1N=C(C=C1)NS(=O)(=O)C)C